CS(=O)(=O)OCCC1=CC=C(OCCOCC(=O)OC(C)(C)C)C=C1 tert-butyl 2-(2-{4-[2-(methanesulfonyloxy)ethyl]phenoxy}ethoxy)acetate